ClC1=CC(=NC2=CN=C(C=C12)Cl)C1=C(C=CC=C1C)F 4,6-dichloro-2-(2-fluoro-6-methyl-phenyl)-1,7-naphthyridine